C(C)(C)(C)OC(NCCO)=O tert-butyl(2-hydroxyethyl)carbamate